FC1(C(N(C2=C(O1)C=C(C(=C2)C2=C(C(=C(C(=C2F)F)F)F)F)F)CC2=C(C(=O)O)C=CC=C2)=O)F 2-((2,2,7-trifluoro-3-oxo-6-(perfluorophenyl)-2,3-dihydro-4H-benzo[b][1,4]oxazin-4-yl)methyl)benzoic acid